C1(=CC=CC=C1)[C@H]1[C@@H](C[C@H]1C1=NC=CC=C1)C(=O)C1=CC=CC=C1 ((1R,2R,3R)-2-phenyl-3-(pyridin-2-yl)cyclobutyl)(phenyl)methanone